BrC=1C(N(C(=CC1OCC1=NC=C(C=C1F)F)C)C1=CC(=NC=C1C)C1=NC(=NC=C1)C(C)(C)O)=O (M)-3-bromo-4-((3,5-difluoropyridin-2-yl)methoxy)-2'-(2-(2-hydroxypropan-2-yl)pyrimidin-4-yl)-5',6-dimethyl-2H-[1,4'-bipyridin]-2-one